O1CCN(CC1)C(C[C@H](C(=O)O)NC(=O)C1=NC=CN=C1)=O (R)-4-morpholino-4-oxo-2-(pyrazine-2-carboxamido)butanoic acid